O=C1NC(CC[C@@H]1N1C(C2=CC=C(C=C2C1=O)N1CCC(CC1)OCCN1CCC(CC1)NC1=C2N=CN(C2=NC=N1)C1CC(C1)NC(C1=NC(=CC=C1)C)=O)=O)=O N-((1s,3s)-3-(6-((1-(2-((1-(2-(2,6-dioxopiperidin-3-yl)-1,3-dioxoisoindolin-5-yl)piperidin-4-yl)oxy)ethyl)piperidin-4-yl)amino)-9H-purin-9-yl)cyclobutyl)-6-methylpicolinamide